CC1=NN(N=C1)C1=NC=C(C=C1)C(F)(F)F (4-methyl-2H-1,2,3-triazol-2-yl)-5-(trifluoromethyl)pyridin